FC1=C(C=C(C(=C1F)F)F)S(=O)(=O)N(CC1=CC=C(C=C1)OC)C1=CC(=C(C=C1)OC)F 2,3,4,5-tetrafluoro-N-(3-fluoro-4-methoxyphenyl)-N-(4-methoxybenzyl)benzenesulfonamide